(3-(4-fluorophenyl)prop-2-yn-1-yl)(phenyl)thiocarbamic acid FC1=CC=C(C=C1)C#CCN(C(O)=S)C1=CC=CC=C1